CN1CC2=C(CC1)N=C(S2)N(S(=O)(=O)C)CC2=CC=C(C(=O)OC)C=C2 methyl 4-((N-(5-methyl-4,5,6,7-tetrahydrothiazolo[5,4-c]pyridin-2-yl)methylsulfonamido)methyl)benzoate